(4-(7-methoxy-1,9-dimethyl-9H-pyrido[3,4-b]indol-6-yl)piperazin-1-yl)(thiophen-2-yl)methanone COC1=C(C=C2C3=C(N(C2=C1)C)C(=NC=C3)C)N3CCN(CC3)C(=O)C=3SC=CC3